5-ethyl-6-fluoro-4-(4,4,5,5-tetramethyl-1,3,2-dioxaborolan-yl)naphthalen-2-ol C(C)C1=C2C(=CC(=CC2=CC=C1F)O)B1OC(C(O1)(C)C)(C)C